N-phenoxycarbonyl-N-benzylglycine O(C1=CC=CC=C1)C(=O)N(CC(=O)O)CC1=CC=CC=C1